BrC1=C(C(=C(C=C1)C=1N=NN(C1)[C@H]1[C@H]([C@H](O[C@@H]([C@@H]1OC)CC=1N=NN(C1)C1(COC1)C)CO)O)F)F (2R,3R,4S,5R,6R)-4-(4-(4-bromo-2,3-difluorophenyl)-1H-1,2,3-triazol-1-yl)-2-(hydroxymethyl)-5-methoxy-6-((1-(3-methyloxetan-3-yl)-1H-1,2,3-triazol-4-yl)methyl)tetrahydro-2H-pyran-3-ol